C(C)(=O)NNC(=O)C=1C(=NC(=NC1Cl)Cl)Cl N'-acetyl-2,4,6-trichloropyrimidine-5-carbohydrazide